N-(4-chloro-2-oxoindolin-6-yl)-6-methyl-4-oxo-1-phenyl-1,4-dihydropyridazine-3-carboxamide ClC1=C2CC(NC2=CC(=C1)NC(=O)C1=NN(C(=CC1=O)C)C1=CC=CC=C1)=O